(S)-N-(1-(2,4-difluorophenyl)ethyl)-2-(2,4-dioxo-1,4-dihydroquinazolin-3(2H)-yl)acetamide FC1=C(C=CC(=C1)F)[C@H](C)NC(CN1C(NC2=CC=CC=C2C1=O)=O)=O